[N+](=O)([O-])C=1C=C(C=CC1)C(=O)C=1OC(=CN1)C1=CC(=CC=C1)[N+](=O)[O-] (3-Nitrophenyl)(5-(3-nitrophenyl)oxazol-2-yl)methanone